2-(2,6-diisopropylphenyl)-6-(1,3-dioxolan-2-yl)pyridine C(C)(C)C1=C(C(=CC=C1)C(C)C)C1=NC(=CC=C1)C1OCCO1